ClC=1N=C(NC1C=1[C@H](CN(CC1)S(=O)(=O)NCC1=NN=NN1)C)C1=NC=C(C=C1)F (3R)-4-[4-Chloro-2-(5-fluoro-2-pyridyl)-1H-imidazol-5-yl]-3-methyl-N-(1H-tetrazol-5-ylmethyl)-3,6-dihydro-2H-pyridine-1-sulfonamide